[K].C1CCC2=C(C=3CCCC3C=C12)NC(=O)NS(=O)(=O)C1CN(C1)C1CN(C1)C(=O)OC(C)(C)C tert-butyl 3-(N-((1,2,3,5,6,7-hexahydro-s-indacen-4-yl)carbamoyl)sulfamoyl)-[1,3'-biazetidine]-1'-carboxylate, potassium salt